(R)-N-((5-cyclobutylpyridin-2-yl)methyl)butan-2-amine C1(CCC1)C=1C=CC(=NC1)CN[C@H](C)CC